NCC(=O)N1[C@H](CCC1)C(=O)NC=1SC2=C(N1)C=CC(=C2)OC(F)(F)F (R)-l-glycinyl-N-(6-(trifluoromethoxy)benzo[d]thiazol-2-yl)pyrrolidine-2-carboxamide